1-(2,4,6-Trichlorophenyl)pyrrole-2,5-dione ClC1=C(C(=CC(=C1)Cl)Cl)N1C(C=CC1=O)=O